C(C1=CC=CC=C1)(=O)O (+-)-benzoic acid